FC(S(=O)(=O)C=1C(=NC=CC1)NC1=C(N=NC(=C1)NC(=O)[C@@H]1[C@H](C1)C)C(=O)NC([2H])([2H])[2H])F 4-((3-((difluoromethyl)sulfonyl)pyridin-2-yl)amino)-N-(methyl-d3)-6-((1S,2S)-2-methylcyclopropane-1-carboxamido)pyridazine-3-carboxamide